CN1CCC(CC1)COC(=O)OC(CCOC(CCCCC(OCCCCCCCC)OCCCCCCCC)=O)CCCCCCCCCCCC 3-((((1-methylpiperidin-4-yl)methoxy)carbonyl)oxy)pentadecyl-6,6-bis(octyloxy)hexanoate